tetrabutylammonium tert-butyl-(2S)-2-[(2-{[(2S,5R)-7-oxo-6-(sulfooxy)-1,6-diazabicyclo[3.2.1]oct-2-yl]carbonyl}hydrazinyl)carbonyl]pyrrolidine-1-carboxylate C(C)(C)(C)OC(=O)N1[C@@H](CCC1)C(=O)NNC(=O)[C@H]1N2C(N([C@H](CC1)C2)OS(=O)(=O)O)=O.C(CCC)[N+](CCCC)(CCCC)CCCC